Cobalt(II) nitrit methyl-(((5-ethyl-1,3-dioxan-5-yl)oxy)carbonyl)-L-leucinate CN([C@@H](CC(C)C)C(=O)[O-])C(=O)OC1(COCOC1)CC.N(=O)[O-].[Co+2]